tert-butyl N-(7-{4-amino-6-[(2-hydroxyethyl)carbamoyl]pyridin-2-yl}-2-methoxynaphthalen-1-yl)-N-(2-cyano-2-methylideneethyl)carbamate NC1=CC(=NC(=C1)C(NCCO)=O)C1=CC=C2C=CC(=C(C2=C1)N(C(OC(C)(C)C)=O)CC(=C)C#N)OC